NC1=C2N=CN(C2=NC=N1)[C@@H]1O[C@@H]2COP(O[C@H]3[C@@H](O[C@H](COCP(O[C@H]2[C@H]1F)(=O)O)[C@H]3O)N3C1=NC=NC(=C1N=C3)N)(=O)O (1R,6R,8R,9R,10R,16R,18R,19R)-8,18-bis(6-amino-9H-purin-9-yl)-9-fluoro-3,12,19-trihydroxy-2,4,7,11,14,17-hexaoxa-3λ5,12λ5-diphosphatricyclo[14.2.1.06,10]nonadecane-3,12-dione